C(C(O)([2H])[2H])(O)([2H])[2H] (2H4)ethane-1,2-diol